(1R,3R)-[(E)-3-methoxy-2-methyl-3-oxoprop-1-enyl]-2,2-dimethylcyclopropane-1-carboxylate COC(/C(=C/OC(=O)[C@H]1C(C1)(C)C)/C)=O